COC1=C(C=CC=C1)[C@@H](N)C=1N(C2=CC=CC=C2C1)S(=O)(=O)C1=CC=CC=C1 (R)-(2-methoxyphenyl)(1-(phenylsulfonyl)-1H-indole-2-yl)methaneamine